2-(3-(4-(7H-pyrrolo[2,3-d]pyrimidin-4-yl)-1H-pyrazol-1-yl)-1-(2-(tetrahydro-2H-pyran-4-yl)acetyl)azetidin-3-yl)acetonitrile N1=CN=C(C2=C1NC=C2)C=2C=NN(C2)C2(CN(C2)C(CC2CCOCC2)=O)CC#N